5-(2-(1-(3-bromopyridin-4-yl)ethylidene)hydrazinyl)-4-cyclopropyl-6-methoxypyrimidine BrC=1C=NC=CC1C(C)=NNC=1C(=NC=NC1OC)C1CC1